tert-butyl N-[(1S)-2-[[cyano(4-isoquinolyl)methyl]amino]-1-[(1-fluorocyclopropyl)methyl]-2-oxo-ethyl]carbamate C(#N)C(C1=CN=CC2=CC=CC=C12)NC([C@H](CC1(CC1)F)NC(OC(C)(C)C)=O)=O